N-[(6-Amino-2-pyridyl)sulfonyl]-6-[3-(2,2-dimethylpropoxy)pyrazol-1-yl]-2-[(4S)-2,2,4-trimethylpyrrolidin-1-yl]pyridin-3-carboxamid NC1=CC=CC(=N1)S(=O)(=O)NC(=O)C=1C(=NC(=CC1)N1N=C(C=C1)OCC(C)(C)C)N1C(C[C@@H](C1)C)(C)C